ClC1=CC2=C(C=C(O2)CNC(OC(C)(C)C)=O)C(=C1)C1=CC=C(C=C1)C(=O)N1CCC(CC1)(F)F tert-butyl (6-chloro-4-(4-(4,4-difluoropiperidine-1-carbonyl)phenyl)benzofuran-2-yl)methylcarbamate